2-(4-(4-(aminomethyl)-1-oxo-1,2-dihydrophthalazin-6-yl)-1-methyl-1H-pyrazol-5-yl)benzonitrile NCC1=NNC(C2=CC=C(C=C12)C=1C=NN(C1C1=C(C#N)C=CC=C1)C)=O